5-bromo-4-chloro-1-ethyl-pyrrolo[2,3-b]pyridine-6-carbonitrile BrC=1C(=C2C(=NC1C#N)N(C=C2)CC)Cl